C(C)(C)(C)OC(NC=1C(=NN2C1C=C(C=C2)Br)CC)=O (5-bromo-2-ethylpyrazolo[1,5-a]pyridin-3-yl)carbamic acid tert-butyl ester